FC1=C(C=CC=C1)C1=CN2CC(CC3=CC(=CC1=C23)C)NC(OC(C)(C)C)=O tert-butyl (1-(2-fluorophenyl)-8-methyl-5,6-dihydro-4H-pyrrolo[3,2,1-ij]quinolin-5-yl)carbamate